[Si](C)(C)(C(C)(C)C)OCC(C=O)C(C(C(=C)C)C)(C)C 2-(((tert-butyldimethylsilyl)oxy)methyl)-3,3,4,5-tetramethylhex-5-enal